CC(C)(COP(=O)(O)OP(=O)(O)OC[C@@H]1[C@H]([C@H]([C@@H](O1)N2C=NC3=C(N=CN=C32)N)O)OP(=O)(O)O)[C@H](C(=O)NCCC(=O)NCCSC(=O)C4=CC=C(C=C4)F)O The molecule is a fluorobenzoyl-CoA that results from the formal condensation of the thiol group of coenzyme A with the carboxy group of 4-fluorobenzoic acid. It derives from a benzoyl-CoA and a 4-fluorobenzoic acid.